[Cl-].C(=C)[N+]1=CN(C=C1)CC1=CC=C(C=C1)C=C 3-vinyl-1-((4-vinylphenyl)methyl)-1H-imidazolium chloride